tert-butyl 3-[2-(hydroxy-methyl)allyl-methyl-carbamoyl]-2,4,6,7-tetrahydropyrazolo[4,3-c]pyridine-5-carboxylate OCC(CN(C(=O)C=1NN=C2C1CN(CC2)C(=O)OC(C)(C)C)C)=C